4-(2-(5-(8-methoxy-[1,2,4]triazolo[1,5-a]pyridin-6-yl)-4-(2,2,2-trifluoroethyl)-1H-pyrazol-3-yl)-4-methylthiazol-5-yl)cyclohexan-1-one COC=1C=2N(C=C(C1)C1=C(C(=NN1)C=1SC(=C(N1)C)C1CCC(CC1)=O)CC(F)(F)F)N=CN2